C(C)(C)(C)OC(CNC(CCCOC1=CC=CC2=CC=CC=C12)=O)=O (4-(naphthalen-1-yloxy)butanoyl)glycine tert-butyl ester